tert-butyl (S)-4-(5-fluoro-6-(8-fluoro-2-methylimidazo[1,2-a]pyridine-6-carboximidamido)pyridin-3-yl)-2-methylpiperazine-1-carboxylate FC=1C=C(C=NC1NC(=N)C=1C=C(C=2N(C1)C=C(N2)C)F)N2C[C@@H](N(CC2)C(=O)OC(C)(C)C)C